tert-butyl (6-(1,1-dioxidoisothiazolidin-2-yl)-5-methoxypyridazin-3-yl)carbamate O=S1(N(CCC1)C1=C(C=C(N=N1)NC(OC(C)(C)C)=O)OC)=O